N[C@]1(COCC1)C(=O)NC1=CC(=C2CC(CC2=C1)C(=O)OCC)F ethyl 6-[[(3R)-3-aminotetrahydrofuran-3-carbonyl]amino]-4-fluoro-indane-2-carboxylate